4-(4-(2-(2,6-dioxopiperidin-3-yl)-6-fluoro-1,3-dioxoisoindolin-5-yl)piperazin-1-yl)cyclohexane-1-carboxamide O=C1NC(CCC1N1C(C2=CC(=C(C=C2C1=O)N1CCN(CC1)C1CCC(CC1)C(=O)N)F)=O)=O